C(C)(C)N(C(C)C)P(NC(COC1=CC=CC=C1)=O)N(C(C)C)C(C)C bis(diisopropylamino)phenoxyacetamidophosphane